3-chloro-4-(((3R,4S)-3-hydroxy-3-(hydroxymethyl)-4-((6-(trifluoromethyl)pyridin-3-yl)sulfonyl)pyrrolidin-1-yl)sulfonyl)benzonitrile ClC=1C=C(C#N)C=CC1S(=O)(=O)N1C[C@]([C@H](C1)S(=O)(=O)C=1C=NC(=CC1)C(F)(F)F)(CO)O